C(C)N(CC)C1=CC=C2C=C(C(OC2=C1)=O)C(=O)O 7-(N,N'-diethylamino)coumarin-3-carboxylic acid